2-trifluoromethoxy-benzonitrile FC(OC1=C(C#N)C=CC=C1)(F)F